(E)-N-(5-(4-(2-hydroxy-2-methylpropyloxy)styryl)-8-(methylamino)-2,7-naphthyridin-3-yl)cyclopropanecarboxamide OC(COC1=CC=C(/C=C/C2=C3C=C(N=CC3=C(N=C2)NC)NC(=O)C2CC2)C=C1)(C)C